FC1=CC=C(C=C1)C1=NC=2C(=NC(=CN2)C(=O)N2CC(CCC2)COC=2C(=NC=CC2)C(F)(F)F)N1C (2-(4-fluorophenyl)-1-methyl-1H-imidazo[4,5-b]pyrazin-6-yl)(3-(((2-(trifluoromethyl)pyridin-3-yl)oxy)methyl)piperidin-1-yl)methanone